C(C)C1=C(C(=NN1)C(=O)NC=1SC(=CC1)CCNC)C 5-ethyl-4-methyl-N-(5-(2-(methylamino)ethyl)thiophen-2-yl)-1H-pyrazole-3-carboxamide